C(C)C=1SC(=C2C1CCC(C2)N(C(OC(C)(C)C)=O)C)CC tert-butyl (1,3-diethyl-4,5,6,7-tetrahydrobenzo[c]thiophen-5-yl)(methyl)carbamate